FC(C=1OC(=NN1)C=1SC=C(C1)CN1N=NC(=C1)C1=CC=CC=C1)F 2-(difluoromethyl)-5-[4-[(4-phenyltriazol-1-yl)methyl]thiophen-2-yl]-1,3,4-oxadiazole